ClCC(=O)NC(NC1=NC=NC(=C1)Cl)=O 2-chloro-N-((6-chloropyrimidin-4-yl)carbamoyl)acetamide